(R and S)-5-((6-(2-hydroxy-6-methyl-4-(trifluoromethyl)phenyl)-2H-pyrazolo[3,4-b]pyridin-2-yl)methyl)-3-methyl-3-azabicyclo[3.1.0]hexan-2-one OC1=C(C(=CC(=C1)C(F)(F)F)C)C=1C=CC=2C(N1)=NN(C2)CC21CN(C([C@@H]1C2)=O)C |r|